C(#N)C1=C(C=NC=C1)CC(=O)OCC ethyl 2-(4-cyanopyridin-3-yl)acetate